tert-butyl (R,Z)-4-(hept-1-en-1-yl)-2-oxooxazolidine-3-carboxylate C(=C/CCCCC)/[C@H]1N(C(OC1)=O)C(=O)OC(C)(C)C